Di(aziridin-1-yl)phosphinic acid 6-((2-cyclopropyl-3-oxoisoindolin-5-yl) oxy)-7-nitrochroman-4-yl ester C1(CC1)N1CC2=CC=C(C=C2C1=O)OC=1C=C2C(CCOC2=CC1[N+](=O)[O-])OP(=O)(N1CC1)N1CC1